S1C(=NC2=C1C=CC=C2)C2N(CC(C2)O)C(C(N2N=NC(=C2)C2CC2)C2CCCCC2)=O 1-(2-(benzo[d]thiazol-2-yl)-4-hydroxypyrrolidin-1-yl)-2-cyclohexyl-2-(4-cyclopropyl-1H-1,2,3-triazol-1-yl)ethan-1-one